O=C1NC(CCC1N1C(C2=CC=CC(=C2C1)SCCCCCN1CCN(CC1)C1=CC=C(N=N1)C(=O)N1CCC(CC1)CCCCNC(\C=C\C=1C=NC=CC1)=O)=O)=O (E)-N-(4-(1-(6-(4-(5-((2-(2,6-dioxopiperidin-3-yl)-1-oxoisoindolin-4-yl)thio)pentyl)piperazin-1-yl)pyridazine-3-carbonyl)piperidin-4-yl)butyl)-3-(pyridin-3-yl)acrylamide